OC(CNC(=O)C1=CC2=C(N(C(=N2)NC=2SC3=C(N2)C=CC(=C3)OC(F)(F)F)C)C=C1OC)C 6-Methoxy-1-methyl-2-(6-trifluoromethoxy-benzothiazol-2-ylamino)-1H-benzo-imidazole-5-carboxylic acid (2-hydroxy-propyl)-amide